2-cyclopropoxy-N-((6-methyl-5-(pyrazolo[1,5-a]pyridin-5-yl)-2,3-dihydro-1H-inden-4-yl)carbamoyl)pyridine-4-sulfonamide C1(CC1)OC1=NC=CC(=C1)S(=O)(=O)NC(NC1=C2CCCC2=CC(=C1C1=CC=2N(C=C1)N=CC2)C)=O